N1C(=NC2=C1C=CC=C2)C2=C(C(=CC=C2)Cl)C=2C(=CC(=CC2)C(N[C@@H](CC)C2=C(C=C(C=C2)Cl)OC)=O)C(=O)O (S)-2'-(1H-1,3-benzodiazol-2-yl)-6'-chloro-4-{[1-(4-chloro-2-methoxyphenyl)propyl]carbamoyl}-[1,1'-biphenyl]-2-carboxylic acid